2-Amino-4-(3-(6-(dimethylamino)-4-azaspiro[2.4]heptan-4-yl)-5-fluoro-7,9-dihydrofuro[3,4-f]quinazolin-6-yl)-7-fluorothieno[3,2-c]pyridine-3-carbonitrile NC1=C(C=2C(=NC=C(C2S1)F)C=1C2=C(C=3C=NC(=NC3C1F)N1C3(CC3)CC(C1)N(C)C)COC2)C#N